3-(5-(4-butylbenzyl)-1,2,4-Oxadiazol-3-yl)-2-(diethoxyphosphoryl)propionic acid tert-butyl ester C(C)(C)(C)OC(C(CC1=NOC(=N1)CC1=CC=C(C=C1)CCCC)P(=O)(OCC)OCC)=O